3-(2-nitro-1-phenylethyl)-2-phenyl-1H-indole-5-sulfonyl fluoride [N+](=O)([O-])CC(C1=CC=CC=C1)C1=C(NC2=CC=C(C=C12)S(=O)(=O)F)C1=CC=CC=C1